C(#N)N1C[C@@H](CC1)N(C(=O)C1=CN=C2N1C=CC(=C2)C2=CC(=NC(=C2)C)C)C (R)-N-(1-cyanopyrrolidin-3-yl)-7-(2,6-dimethylpyridin-4-yl)-N-methylimidazo[1,2-a]pyridine-3-carboxamide